3-methyl-5-(pentafluoro-λ6-sulfaneyl)-1H-indole CC1=CNC2=CC=C(C=C12)S(F)(F)(F)(F)F